N(=C=O)C1OC1 isocyanatooxirane